(6-methyl-7-(1-(tetrahydro-2H-pyran-4-yl)-1H-pyrazol-4-yl)imidazo[1,2-b]pyridazin-3-yl)-2-(pyrazin-2-yl)-1,8-naphthyridine CC=1C(=CC=2N(N1)C(=CN2)C=2C(=NC1=NC=CC=C1C2)C2=NC=CN=C2)C=2C=NN(C2)C2CCOCC2